(6-chlorobenzo[b]thiophen-2-yl)methanamine ClC=1C=CC2=C(SC(=C2)CN)C1